C(#N)C1=CC=C(C=C(C(=O)OCCC)C#N)C=C1 n-propyl 4-cyano-α-cyanocinnamate